FC(SC=1C=C(C(=O)O)C=CC1)(F)F 3-(trifluoromethylthio)benzoic acid